N,2-dimethyl-N-(6-(methylthio)-5-(trifluoromethyl)-2,3-dihydrobenzofuran-3-yl)propane-2-sulfinamide CN(S(=O)C(C)(C)C)C1COC2=C1C=C(C(=C2)SC)C(F)(F)F